1-(5-tert-butyl-1-methyl-pyrazol-3-yl)-4-chloro-2-hydroxy-3-methyl-2H-pyrrol-5-one C(C)(C)(C)C1=CC(=NN1C)N1C(C(=C(C1=O)Cl)C)O